C(C1=CC=CC=C1)[C@H]1N(C(OC1)=O)C([C@@H]([C@H](C[C@H](C)NCC1=CC=CC=C1)O)CC)=O (R)-4-benzyl-3-((2R,3S,5S)-5-(benzylamino)-2-ethyl-3-hydroxyhexanoyl)oxazolidin-2-one